FC1=CC(=C(C=2CCCC12)N)C(C)C 7-fluoro-5-isopropyl-2,3-dihydro-1H-inden-4-amine